(4-nitrophenyl)methanone [N+](=O)([O-])C1=CC=C(C=C1)C=O